ferrous L-pidolate N1[C@@H](CCC1=O)C(=O)[O-].[Fe+2].N1[C@@H](CCC1=O)C(=O)[O-]